(2-amino-4-((4-(2-methyl-6-(methylcarbamoyl)pyridin-3-yl)piperazin-1-yl)methyl)phenyl)boronic acid NC1=C(C=CC(=C1)CN1CCN(CC1)C=1C(=NC(=CC1)C(NC)=O)C)B(O)O